1-(2,6-dichlorophenyl)-4-((3'-methyl-[2,2'-bipyridin]-5-yl)amino)-1H-pyrazole-3-carboxamide ClC1=C(C(=CC=C1)Cl)N1N=C(C(=C1)NC=1C=CC(=NC1)C1=NC=CC=C1C)C(=O)N